4'-iodoacetophenone IC1=CC=C(C=C1)C(C)=O